BrC1=CC=C(C=C1)NS(=O)(=O)C=1C=C(C(=O)NCCCN2CCOCC2)C=CC1 3-(N-(4-bromophenyl)sulfamoyl)-N-(3-morpholinopropyl)benzamide